O=C(C(=O)[O-])CCC(=O)[O-] Oxo-Glutarat